ClC=1C=C2C(=CC1)NC(C21CCN(CC1)CCOC1=CC2=C(N(C=N2)C2CC(C2)(C)O)C(=C1)C)=O 5-chloro-1'-{2-[1-(3-hydroxy-3-methylcyclobutyl)-7-methyl-1H-1,3-benzimidazol-5-yloxy]ethyl}spiro[indoline-3,4'-piperidin]-2-one